ClC1=CC=C(S1)CNC1=CC(=NN1C(C(C)(C)C)=O)C1CCN(CCC1)S(=O)(=O)C 1-(5-{[(5-chlorothiophen-2-yl)methyl]amino}-3-(1-methanesulfonylazepan-4-yl)-1H-pyrazol-1-yl)-2,2-dimethylpropan-1-one